1-Benzyl-pyrrole C(C1=CC=CC=C1)N1C=CC=C1